2-(benzyloxy)-N-(2-methoxyethyl)acetamide tert-butyl-1'-(3-hydroxy-4-nitrophenyl)-[1,4'-bipiperidine]-4-carboxylate C(C)(C)(C)OC(=O)C1CCN(CC1)C1CCN(CC1)C1=CC(=C(C=C1)[N+](=O)[O-])O.C(C1=CC=CC=C1)OCC(=O)NCCOC